5-((4-(tertiary butyl)benzyl)thio)-2-chloropyrimidine C(C)(C)(C)C1=CC=C(CSC=2C=NC(=NC2)Cl)C=C1